C(C)(C)(C)OC(=O)NC(CC(=O)OC)C=1C=NC=C(C1)C1=C(C=C(C=C1OCCCC=C)F)C Methyl 3-((tert-butoxycarbonyl)amino)-3-(5-(4-fluoro-2-methyl-6-(pent-4-en-1-yloxy)phenyl)pyridin-3-yl)propanoate